[Na].C(C=C)(=O)OCCCC butyl acrylate-sodium salt